2-(2-(butoxy)ethoxy)ethanol C(CCC)OCCOCCO